FC(C=1C=C(C=CC1F)C=1C=C2C(=NC1)C=NN2C[S@](=O)CC)F |r| (RS)-6-(3-(Difluoromethyl)-4-fluorophenyl)-1-((ethylsulfinyl)methyl)-1H-pyrazolo[4,3-b]pyridine